12-Hydroxy-docosa-14,17-dienoic acid OC(CCCCCCCCCCC(=O)O)CC=CCC=CCCCC